C(C=C)C1=CC(=C(C(=C1)OC)O)N1N=C2C(=N1)C=CC(=C2)Cl 4-Allyl-2-(5-chloro-2H-benzo[d][1,2,3]triazol-2-yl)-6-methoxyphenol